15-cis-Lycopene CC(C)=CCC\C(\C)=C\C=C\C(\C)=C\C=C\C(\C)=C\C=C/C=C(\C)/C=C/C=C(\C)/C=C/C=C(\C)/CCC=C(C)C